C(CCCCCCCCC\C=C/CCCCCCCC)(=O)O (Z)-icos-11-enoic acid